COC(=O)[C@@H]1C[C@H](CCC1)OC=1C(=NC(=CC1)C=1N=NN(C1COC(=O)N(C)C1CC1)C)C1CC1 (1S,3S)-3-((2-cyclopropyl-6-(5-(((cyclopropyl(methyl)aminocarbonyl)oxy)methyl)-1-methyl-1H-1,2,3-triazol-4-yl)pyridin-3-yl)oxy)cyclohexane-1-carboxylic acid methyl ester